OC(COC1=C2C(C=C(OC2=CC=C1)CCO)=O)COC1=C2C(C=C(OC2=CC=C1)CCO)=O 5,5'-(2-hydroxytrimethylenedioxy)bis(4-oxochromen-2-ethanol)